CN(C=1C2=C(N=C(N1)N1CC(C1)OC(C1=CC=C(C=C1)OC)=O)CC[S+]2[O-])C2CCOCC2 [1-[4-[Methyl(tetrahydropyran-4-yl)amino]-5-oxido-6,7-dihydrothieno[3,2-d]pyrimidin-5-ium-2-yl]azetidin-3-yl]-4-methoxybenzoat